C(C)OC(CC1=CC=C(C=C1)C(C(=O)OCC1=CC=CC=C1)(CCCC(CNC)(C)C)C)=O benzyl 2-(4-(2-ethoxy-2-oxoethyl)phenyl)-2,6,6-trimethyl-7-(methyl-amino)heptanoate